1-methyl-4-(trifluoromethyl)piperidin-4-ol methyl-2-((trifluoromethyl)sulfonamido)benzoate CC=1C(=C(C(=O)OC2(CCN(CC2)C)C(F)(F)F)C=CC1)NS(=O)(=O)C(F)(F)F